C(CCCCCC)C(C(=O)OCC(COC(C(CCCCCCCC)CCCCCCC)=O)N1CCC2(CC1)CCN(CC2)CCCCO)CCCCCCCC 2-(9-(4-hydroxybutyl)-3,9-diazaspiro[5.5]undecan-3-yl)propane-1,3-diyl bis(2-heptyldecanoate)